O=C1C=C(C=C(N1)C(=O)OC)C(F)(F)F Methyl 6-oxo-4-(trifluoromethyl)-1,6-dihydropyridine-2-carboxylate